BrC1=C(C(=CC(=C1)S(=O)(=O)CC(C)(C)C)Cl)C 1-Bromo-3-chloro-5-(2,2-dimethylpropylsulfonyl)-2-methylbenzene